1-(3,3-Difluoroazetidin-1-yl)-2-[6-(4-fluoro-3-methyl-phenyl)pyrazolo[4,3-b]pyridin-1-yl]ethanone FC1(CN(C1)C(CN1N=CC2=NC=C(C=C21)C2=CC(=C(C=C2)F)C)=O)F